CCN1C2=C(C=CC(=C2)OC)C3=C1C(=NC=C3)C The molecule is a member of the class of beta-carbolines that is 9H-beta-carboline substituted by a ethyl group at position 9, methoxy group at position 7 and a methyl group at position 1. It is semisynthetic derivative of harmine and has been shown to exhibit significant anti-HIV activity. It has a role as an anti-HIV agent. It is an aromatic ether, a semisynthetic derivative and a member of beta-carbolines. It derives from a harmine.